N-(4-hydroxyphenethyl)-3,6,9,12,15,18,21,24-octaoxaheptacosan-27-amide OC1=CC=C(CCNC(CCOCCOCCOCCOCCOCCOCCOCCOCC)=O)C=C1